1-Methyl-2-oxo-3-(prop-2-yn-1-yl)pyrrolidine-3-carboxylate CN1C(C(CC1)(C(=O)[O-])CC#C)=O